CNCCCCCCN(C)CCCCCCNC N,N',N''-trimethylbis(hexamethylene)triamine